The molecule is a glycosylglucose consisting of alpha-D-galactopyranose and D-glucopyranose residues joined in sequence by a (1->3) glycosidic bond. It derives from a D-glucopyranose and an alpha-D-galactose. C([C@@H]1[C@@H]([C@@H]([C@H]([C@H](O1)O[C@H]2[C@@H]([C@H](OC([C@@H]2O)O)CO)O)O)O)O)O